L-2-nitrofluorene [N+](=O)([O-])C1=CC=2CC3=CC=CC=C3C2C=C1